(Vanillin) O=CC1=CC(OC)=C(O)C=C1